Methyl 5-(5-bromoimidazo[1,5-a]pyridin-1-yl)picolinate BrC1=CC=CC=2N1C=NC2C=2C=CC(=NC2)C(=O)OC